C(C)(C)(C)OC(=O)NC1(CN(CCC1)C(=O)OCC1=CC=CC=C1)CC(F)F benzyl 3-((tert-butoxycarbonyl)amino)-3-(2,2-difluoroethyl)piperidine-1-carboxylate